C(C)(C)(C)OC(=O)N(C1=C(C(=NN1C(=O)OC(C)(C)C)C1=C(C=CC=C1)Cl)C1=CC=C(C=C1)Cl)C(=O)OC(C)(C)C tert-butyl 5-[bis(tert-butoxycarbonyl)amino]-3-(2-chlorophenyl)-4-(4-chlorophenyl)pyrazole-1-carboxylate